N-[(4R)-4-methyl-2-(2-oxo-4-piperidyl)-3,4-dihydro-1H-isoquinolin-7-yl]-5-(trifluoromethyl)pyridine-3-carboxamide C[C@H]1CN(CC2=CC(=CC=C12)NC(=O)C=1C=NC=C(C1)C(F)(F)F)C1CC(NCC1)=O